(3S,4R)-4-((7-(5-(1,1,1-trifluoropropan-2-yl)pyridin-2-yl)pyrrolo[2,1-f][1,2,4]triazin-2-yl)amino)tetrahydro-2H-pyran-3-ol FC(C(C)C=1C=CC(=NC1)C1=CC=C2C=NC(=NN21)N[C@H]2[C@@H](COCC2)O)(F)F